diphenylphosphinobutane CCCCP(C1=CC=CC=C1)C2=CC=CC=C2